4-(aminomethyl)-2-methylhexane NCC(CC(C)C)CC